methyl butylenebisphosphonate phosphorus [P+3].C(CCCP([O-])([O-])=O)P(OC)([O-])=O